C(C)N1CCCN2CCN(CCCN(CC1)CC2)CC diethyl-1,5,8,12-tetraazabicyclo[6.6.2]hexadecane